tert-butyl 2-oxo-7-({[(1s,4s)-4-(2-hydroxy-4-methylpyridin-3-yl)cyclohexyl]oxy}methyl)-4-oxa-1,8-diazaspiro[5.5]undecane-8-carboxylate O=C1NC2(COC1)C(N(CCC2)C(=O)OC(C)(C)C)COC2CCC(CC2)C=2C(=NC=CC2C)O